C(#N)C=1C=C(C=CC1)C=1N=C(SC1C1=CC(=NC(=C1)C)C)NC(=O)N1C[C@H](CC1)C(C)(C)O (3S)-N-[4-(3-cyanophenyl)-5-(2,6-dimethyl-4-pyridinyl)thiazol-2-yl]-3-(1-hydroxy-1-methyl-ethyl)pyrrolidine-1-carboxamide